carbonyl-biscumarin C(=O)(C=1C(OC2=CC=CC=C2C1)=O)C=1C(OC2=CC=CC=C2C1)=O